HYDROXYCITRONELLAL DIETHYL ACETAL C(C)OC(CC(C)CCCC(C)(C)O)OCC